C1(CCSSCCC(=O)O1)=O dithiodipropionic acid anhydride